(S)-7-methoxy-1-((5-oxopyrrolidin-2-yl)methoxy)isoquinoline-6-carbonyl chloride COC1=C(C=C2C=CN=C(C2=C1)OC[C@H]1NC(CC1)=O)C(=O)Cl